C(C(C(=O)O)N)OP(=O)(O)O phosphorylserine